N-((R)-3-methoxy-1-oxo-1-(((R)-3-phenoxy-1-(4,4,5,5-tetramethyl-1,3,2-dioxaborolan-2-yl)propyl)amino)propan-2-yl)-5-methylnicotinamide COC[C@H](C(N[C@@H](CCOC1=CC=CC=C1)B1OC(C(O1)(C)C)(C)C)=O)NC(C1=CN=CC(=C1)C)=O